FC=1C=C2C(=NNC2=CC1OCCOC)C1=CC(=NO1)C=1C=CC(=NC1)C(=O)N1[C@@H](CC1)C(C)(C)O (5-{5-[5-Fluoro-6-(2-methoxy-ethoxy)-1H-indazol-3-yl]-isoxazol-3-yl}-pyridin-2-yl)-[(S)-2-(1-hydroxy-1-methyl-ethyl)-azetidin-1-yl]-methanone